(5RS)-3-Oxo-2-{[6-(trifluoromethyl)pyridin-3-yl]methyl}-2,3,5,6,7,8-hexahydro[1,2,4]triazolo[4,3-a]pyridine-5-carboxylic acid O=C1N(N=C2N1[C@H](CCC2)C(=O)O)CC=2C=NC(=CC2)C(F)(F)F |r|